tetra-(ethylvinyl)cyclotetrasiloxane C(C)C=C[SiH]1O[SiH](O[SiH](O[SiH](O1)C=CCC)C=CCC)C=CCC